C1CCN(CC1)CCCC(C2=CC=CC=C2)C3=CC=CC=C3 diphenylbutylpiperidine